7-bromo-6-[(3-methoxy-2,6-dimethylphenyl)amino]-4-methylfuro[3,2-c]pyridine BrC=1C2=C(C(=NC1NC1=C(C(=CC=C1C)OC)C)C)C=CO2